(dimethylamino-methylene)-3H-1,2,4-dithiazole-3-thione CN(C)C=S1SC(N=C1)=S